(E)-1-(2-(1-benzyl-5-methyl-1H-pyrazol-4-yl)-2-oxoethyl)-5-(3-morpholinoprop-1-en-1-yl)pyridin-2(1H)-one C(C1=CC=CC=C1)N1N=CC(=C1C)C(CN1C(C=CC(=C1)\C=C\CN1CCOCC1)=O)=O